N[C@@H]1[C@H](CCCC1)C1=C(C=2N=C(N=C(C2S1)NCC=1OC=CC1)Cl)C 6-((1S,2S)-2-aminocyclohexyl)-2-chloro-N-(furan-2-ylmethyl)-7-methylthieno[3,2-d]pyrimidin-4-amine